((2R,3S,4R,5R)-5-(4-aminopyrrolo[2,1-f][1,2,4]triazin-7-yl)-5-cyano-3,4-dihydroxytetrahydrofuran-2-yl)methyl nonanoate C(CCCCCCCC)(=O)OC[C@H]1O[C@@]([C@@H]([C@@H]1O)O)(C#N)C1=CC=C2C(=NC=NN21)N